ethyl 4-(benzyloxy)-3-bromo-2-hydroxy-6-methylbenzoate C(C1=CC=CC=C1)OC1=C(C(=C(C(=O)OCC)C(=C1)C)O)Br